C(CCNC(=O)NC1=CC(=CC(=C1)C(F)(F)F)C(F)(F)F)NC(=O)NC1=CC(=CC(=C1)C(F)(F)F)C(F)(F)F 1,1'-(propane-1,3-diyl)bis(3-(3,5-bis(trifluoromethyl)phenyl)urea)